OC1=C(C=C2C(N(C(N2C)=[Se])CCCN2CCOCC2)=O)C=CC(=C1)O 5-(2,4-dihydroxybenzylidene)-1-methyl-3-(3-morpholinopropyl)-2-selenoxoimidazolidin-4-one